N-(2-(2-amino-5-chlorothiazol-4-yl)ethyl)acetamide NC=1SC(=C(N1)CCNC(C)=O)Cl